(1S,2R,4R)-4-(5-((2-(((S)-4-amino-3,3-difluoropentyl)oxy)pyridin-4-yl)amino)-1-(tert-butyl)-1H-pyrazol-3-yl)-2-fluorocyclopentyl (4-nitrophenyl) carbonate C(O[C@@H]1[C@@H](C[C@@H](C1)C1=NN(C(=C1)NC1=CC(=NC=C1)OCCC([C@H](C)N)(F)F)C(C)(C)C)F)(OC1=CC=C(C=C1)[N+](=O)[O-])=O